CN1N=CC=2C1=NC(=NC2N)S(=O)(=O)C 1-methyl-6-methylsulfonyl-pyrazolo[3,4-d]Pyrimidin-4-amine